(S)-benzo[d][1,3]dioxol-4-yl-(3-(3-chlorophenyl)-2,7-dimethyl-2,4,5,7-tetrahydro-6H-pyrazolo[3,4-c]pyridin-6-yl)methanone O1COC2=C1C=CC=C2C(=O)N2[C@H](C=1C(CC2)=C(N(N1)C)C1=CC(=CC=C1)Cl)C